C1=CC2=C(C=C1Cl)SNC2=O 6-chloro-1,2-benzisothiazolin-3-one